ClC1=C(C=C(C=C1)[C@H]1CC2(CN(C2)C(=O)C2CC(C2)(C)O)CC1)OC |r| (rac)-(6-(4-Chloro-3-methoxyphenyl)-2-azaspiro[3.4]octan-2-yl)((1s,3s)-3-hydroxy-3-methylcyclobutyl)methanon